[N+](=O)([O-])C1=CC=C(C=C1)NC(=O)C12CC3CC(CC(C1)C3)C2 adamantan-1-carboxylic acid (4-nitrophenyl)amide